NC=1C=C2C=C(C=NC2=CC1)B1OC(C)(C)C(C)(C)O1 6-aminoquinoline-3-boronic acid pinacol ester